C1OCC12CN(C2)C=2C=CC(=NC2)CN(C(=O)C=2C=C1C=C(C(=NC1=CC2)N)C)[C@H](C)C2=NC=CC=N2 (R)-N-((5-(2-oxa-6-azaspiro[3.3]heptan-6-yl)pyridin-2-yl)methyl)-2-amino-3-methyl-N-(1-(pyrimidin-2-yl)ethyl)quinoline-6-carboxamide